C(C)(C)(C)OC(=O)N/C(/N1[C@@H](CCC1)C1=NC(=NO1)C1=CC(=C(C=C1)OC\C=C\CCCCC)C(F)(F)F)=N\C(OC(C)(C)C)=O tert-butyl ((E)-((tert-butoxycarbonyl)amino)((S)-2-(3-(4-(((E)-oct-2-en-1-yl)oxy)-3-(trifluoromethyl)phenyl)-1,2,4-oxadiazol-5-yl)pyrrolidin-1-yl)methylene)carbamate